aminohexanol CCCCCC(N)O